[Si](C1=CC=CC=C1)(C1=CC=CC=C1)(C(C)(C)C)OC[C@@H]1CC2=C(N([C@H](C(N1)=O)C(C)C)C)C=C(C=C2)/C(/C2=CC=CC=C2)=N/O (2S,5S)-5-(((tert-butyldiphenylsilyl)oxy)methyl)-9-((E)-(hydroxyimino)(phenyl)methyl)-2-isopropyl-1-methyl-1,4,5,6-tetrahydrobenzo[e][1,4]diazocin-3(2H)-one